8-hydroxy-5-azaspiro[3.5]nonane-5-carboxylate OC1CCN(C2(CCC2)C1)C(=O)[O-]